7-cyclohexylheptyl β-D-glucopyranoside O([C@H]1[C@H](O)[C@@H](O)[C@H](O)[C@H](O1)CO)CCCCCCCC1CCCCC1